tert-butyl 4-(3-(methoxycarbonyl)-5-(trifluoromethyl)pyridin-2-yl)piperazine-1-carboxylate COC(=O)C=1C(=NC=C(C1)C(F)(F)F)N1CCN(CC1)C(=O)OC(C)(C)C